ClC=1C=C(C=C(C1OC1=NNC(C(=C1)C1=CC=CC=C1)=O)Cl)NC(CC(=O)OC)=O Methyl 3-((3,5-dichloro-4-((6-oxo-5-phenyl-1,6-dihydropyridazin-3-yl) oxy) phenyl) amino)-3-oxopropanoate